C1(CCCCC1)[C@H](C)N1C(C=CC2=C1N=C(N=C2)N[C@@H](C)C2=CC=C(C=C2)CN2CC(CCC2)(F)F)=O 8-[(1S)-1-cyclohexylethyl]-2-{[(1S)-1-{4-[(3,3-difluoropiperidin-1-yl)methyl]phenyl}ethyl]amino}pyrido[2,3-d]pyrimidin-7(8H)-one